Cl.ClC=1C=C(C(=C(C1)O)C=1N=NC(=CC1)CNC1CCOCC1)F 5-Chloro-3-fluoro-2-(6-(((tetrahydro-2H-pyran-4-yl)amino)methyl)pyridazin-3-yl)phenol hydrochloride